(5-((3-bromo-2-chlorophenyl)oxy)-6-methylpyrazin-2-yl)methanol tert-butyl-N-methyl-N-[2-(2-oxoethoxy)ethoxy]carbamate C(C)(C)(C)C(CON(C(=O)OCC1=NC(=C(N=C1)OC1=C(C(=CC=C1)Br)Cl)C)C)OCC=O